2-{4-[(2S)-2-[(tert-butoxycarbonyl)amino]-3-ethoxy-3-oxo-propyl]-3-fluorophenyl}ethylboronic acid C(C)(C)(C)OC(=O)N[C@@H](CC1=C(C=C(C=C1)CCB(O)O)F)C(=O)OCC